CC[C@H](C)[C@H]1C(=O)N[C@H](C(=O)N([C@@H](C(=O)N2CCC[C@H]2C(=O)N(CC(=O)N[C@H](C(=O)N([C@H](C(=O)N1)CC3=CC=C(C=C3)O)C)CC4=CC=CC=C4)C)CC5=CC=CC=C5)C)CC(C)C The molecule is a homodectic cyclic peptide made up from N-methylglycyl, L-phenylalanyl, N-methyl-L-tyrosyl, L-isoleucyl, L-leucyl, N-methyl-D-phenylalanyl and L-prolyl residues linked in sequence. It is an antimalarial drug isolated from the insect pathogenic fungus Cordyceps. It has a role as a metabolite and an antimalarial. It is a homodetic cyclic peptide, a member of phenols and a macrocycle.